(S)-N2-[1-(4-fluorophenyl)ethyl]-6-(1,2,4-oxadiazol-3-yl)-N4-(pyrazin-2-yl)pyrimidine-2,4-diamine FC1=CC=C(C=C1)[C@H](C)NC1=NC(=CC(=N1)NC1=NC=CN=C1)C1=NOC=N1